C(C)(C)N(C(OCC1=CC=CC=C1)=O)CCC(=O)C1=CC2=C(OCO2)C=C1[N+](=O)[O-] benzyl isopropyl(3-(6-nitrobenzo[d][1,3]dioxol-5-yl)-3-oxopropyl)carbamate